rel-(2S,6R)-4-(3-(5-(difluoromethyl)-1,3,4-thiadiazol-2-yl)-6-(N-(1-methylcyclopropyl)sulfamoyl)imidazo[1,5-a]pyridin-8-yl)-N,6-dimethylmorpholine-2-carboxamide FC(C1=NN=C(S1)C1=NC=C2N1C=C(C=C2N2C[C@H](O[C@@H](C2)C)C(=O)NC)S(NC2(CC2)C)(=O)=O)F |o1:18,20|